4-(3-acetylphenyl)-3,6-dihydropyridine-1(2H)-carboxylate C(C)(=O)C=1C=C(C=CC1)C=1CCN(CC1)C(=O)[O-]